BrC1=C(C2=C(N(N=N2)C2COCC2)C=C1)COC 5-bromo-4-(methoxymethyl)-1-(tetrahydrofuran-3-yl)-1H-benzo[d][1,2,3]triazole